C(C(C)(C)C)(=O)OCN1C=NC(=C1)CN (4-(aminomethyl)-1H-imidazol-1-yl)methyl pivalate